2-cyclohexyl-2-(3,5-dimethylhexyl)-1,3-propanediol C1(CCCCC1)C(CO)(CO)CCC(CC(C)C)C